benzyl (2S)-2-(cyanomethyl)-4-(2-(((S)-1-methylpyrrolidin-2-yl)methoxy)-7-(naphthalen-1-yl)-6,7-dihydro-5H-pyrano[2,3-d]pyrimidin-4-yl)piperazine-1-carboxylate C(#N)C[C@@H]1N(CCN(C1)C=1C2=C(N=C(N1)OC[C@H]1N(CCC1)C)OC(CC2)C2=CC=CC1=CC=CC=C21)C(=O)OCC2=CC=CC=C2